NC1=C[C@@H]([C@H](C1)COCC1=CC=CC=C1)OCC1=CC=CC=C1 (1R,3S,4R)-1-amino-3-benzyloxy-4-(benzyloxymethyl)cyclopentaneN